NCC1(CC1)O 1-(aminomethyl)cyclopropane-1-ol